(2R,4aS,4bR,6aS,7R,7aS,8aR,8bR,8cR,10aR)-2-ethyl-7-((2S,3S)-4-fluoro-3-hydroxybutan-2-yl)-6a-methyloctadecahydrocyclopropa[4,5]cyclopenta[1,2-a]phenanthren-2-ol C(C)[C@]1(CC[C@@H]2[C@H]3CC[C@]4([C@H]([C@@H]3CC[C@@H]2C1)[C@H]1[C@@H]([C@@H]4[C@H](C)[C@@H](CF)O)C1)C)O